OC1=C(C(=CC(=C1)C(F)(F)F)C)C=1C(N(C(=NN1)N[C@H]1CN(CCC1)C)C)=O (R)-6-(2-hydroxy-6-methyl-4-(trifluoromethyl)phenyl)-4-methyl-3-((1-methylpiperidin-3-yl)amino)-1,2,4-triazin-5(4H)-one